C(C)(C)(C)OC(=O)N1CCC(CC1)N1CCC(CC1)N1N=C(C(=C1N)C(N)=O)C1=CC=C(C=C1)OC1=NC=C(C=C1)Cl 4-(5-amino-4-carbamoyl-3-(4-((5-chloropyridin-2-yl)oxy)phenyl)-1H-pyrazol-1-yl)-[1,4'-bipiperidine]-1'-carboxylic acid tert-butyl ester